2,2'-oxy-bis(ethylamine) O(CCN)CCN